6-fluoro-4-oxo-7-(3-{[1-(propan-2-yl)-5-propoxy-1H-pyrazol-3-yl]carbamoyl}azetidin-1-yl)-1-(1,3-thiazol-2-yl)-1,4-dihydro-1,8-naphthyridine-3-carboxylic acid FC=1C=C2C(C(=CN(C2=NC1N1CC(C1)C(NC1=NN(C(=C1)OCCC)C(C)C)=O)C=1SC=CN1)C(=O)O)=O